(S)-7-(5-(1-((2-cyanopyridin-3-yl)methyl)-2,2-dimethyl-3-oxo-2,3-dihydro-1H-pyrrolo[2,3-b]pyridin-6-yl)pyrimidin-2-yl)-3-oxohexahydroimidazo[1,5-a]pyrazin C(#N)C1=NC=CC=C1CN1C(C(C=2C1=NC(=CC2)C=2C=NC(=NC2)N2C[C@H]1N(CC2)C(NC1)=O)=O)(C)C